BrC1=NC2=CC=C(C=C2C=C1)F 2-bromo-6-fluoroquinoline